methyl 6-bromo-1-methyl-2,3-dioxo-indoline-5-carboxylate BrC1=C(C=C2C(C(N(C2=C1)C)=O)=O)C(=O)OC